(R)-2,3-diamino-N-(1-(m-tolyl)-1H-indazol-6-yl)propanamide dihydrochloride Cl.Cl.N[C@@H](C(=O)NC1=CC=C2C=NN(C2=C1)C=1C=C(C=CC1)C)CN